BrC1=CC(=CC(=C1)C(F)(F)F)C1(CC1)OC 1-bromo-3-(1-methoxycyclopropyl)-5-(trifluoromethyl)benzene